methyl 5-{[2-(1,3-dioxolan-2-yl)phenyl]carbamoyl}-2-methylpyrazole-3-carboxylate O1C(OCC1)C1=C(C=CC=C1)NC(=O)C=1C=C(N(N1)C)C(=O)OC